2-(1H-pyrazolo[3,4-b]pyridin-3-yl)pyrrolo[2,1-f][1,2,4]triazin N1N=C(C=2C1=NC=CC2)C2=NN1C(C=N2)=CC=C1